(6-(3-fluoro-4-methylbenzyl)-2-azaspiro[3.3]hept-2-yl)((1s,3s)-3-hydroxy-3-methylcyclobutyl)methanone FC=1C=C(CC2CC3(CN(C3)C(=O)C3CC(C3)(C)O)C2)C=CC1C